2-((6-hydroxy-5-(1-methyl-3-(trifluoromethyl)-1H-pyrazol-5-yl)-3',5'-bis(trifluoromethyl)-[1,1'-biphenyl]-2-yl)oxy)acetamide OC1=C(C=CC(=C1C1=CC(=CC(=C1)C(F)(F)F)C(F)(F)F)OCC(=O)N)C1=CC(=NN1C)C(F)(F)F